6-(tert-butyl)-1-fluoro-10-hydroxy-2-oxo-6,7-dihydro-2H-pyrido[2',1':3,4]pyrazino[1,2-b]indazole-3-carboxylic acid ethyl ester C(C)OC(=O)C=1C(C(=C2N(C(CN3N=C4C(=CC=CC4=C32)O)C(C)(C)C)C1)F)=O